C(CCCCCCC\C=C/C\C=C/CCCCC)(=O)[O-].[Ca+2].C(CCCCCCC\C=C/C\C=C/CCCCC)(=O)[O-] Calcium linoleat